NC1=CC(=CC(=N1)NC1CC(CCC1)C(=O)[O-])CN1CCOCC1 3-((6-amino-4-(morpholinomethyl)pyridin-2-yl)amino)cyclohexane-1-carboxylate